FC=1C=2N(C=C(C1)C1=CNC=3N=C(N=C(C31)OCC)N[C@@H](COC)C)C=CN2 (R)-5-(8-Fluoroimidazo[1,2-a]pyridin-6-yl)-4-ethoxy-N-(1-methoxypropan-2-yl)-7H-pyrrolo[2,3-d]pyrimidin-2-amine